CC1=C(SC=2N=CN=C(C21)C2CCN(CC2)CC=2C=C1CN(C(C1=CC2)=O)N2C(NC(CC2)=O)=O)C 1-(5-((4-(5,6-dimethylthieno[2,3-d]pyrimidin-4-yl)piperidin-1-yl)methyl)-1-oxoisoindolin-2-yl)dihydropyrimidine-2,4(1H,3H)-dione